ClC=1C=C(C=C(C1)F)C=1C(=NN(C1C(=O)O)C=1SC(=C(N1)C1=CC(=C(C=C1)Cl)Cl)SC(C)C)C 4-(3-chloro-5-fluorophenyl)-1-(4-(3,4-dichlorophenyl)-5-(isopropylthio)thiazol-2-yl)-3-methyl-1H-pyrazole-5-carboxylic acid